methyl (E)-4-(3-((7-(8-chloronaphthalen-1-yl)-8-fluoro-2-(((S)-1-methylpyrrolidin-2-yl)methoxy)pyrido[4,3-d]pyrimidin-4-yl)(methyl)amino)pyrrolidin-1-yl)-4-oxobut-2-enoate ClC=1C=CC=C2C=CC=C(C12)C1=C(C=2N=C(N=C(C2C=N1)N(C1CN(CC1)C(/C=C/C(=O)OC)=O)C)OC[C@H]1N(CCC1)C)F